CNC1=NC=CC(=C1)C1=CN(C=2N=CN=C(C21)NCC2=NC(=CC=C2)N2CC(NCC2)C(F)(F)F)COCC[Si](C)(C)C 5-(2-(Methylamino)pyridin-4-yl)-N-((6-(3-(trifluoromethyl)piperazin-1-yl)pyridin-2-yl)methyl)-7-((2-(trimethylsilyl)ethoxy)methyl)-7H-pyrrolo[2,3-d]pyrimidin-4-amine